COC1=CC=CC=C1NC(=O)CBr 2-bromo-N-(2-methoxyphenyl)acetamide